histidine Acetate C(C)(=O)O.N[C@@H](CC1=CNC=N1)C(=O)O